CC1C(SSCC1)CCCCC(=O)O 4-Methyl-1,2-dithiane-3-pentanoic acid